C(#N)C1=CC(=C(C=C1)N1CC(N(C2(CC(C2)C(=O)NC2COC2)C1=O)CC1=CC=C(C=C1)C(F)(F)F)=O)F (2r,4r)-8-(4-cyano-2-fluorophenyl)-N-(oxetan-3-yl)-6,9-dioxo-5-(4-(trifluoromethyl)benzyl)-5,8-diazaspiro[3.5]nonane-2-carboxamide